C(C1=CC=CC=C1)OC(=O)N[C@@H](C(=O)O)[C@@H](CC)C (2R,3R)-2-(((benzyloxy)carbonyl)amino)-3-methyl-pentanoic acid